5-bromo-4-chloro-3-indolyl galactopyranoside O(C1[C@H](O)[C@@H](O)[C@@H](O)[C@H](O1)CO)C1=CNC2=CC=C(C(=C12)Cl)Br